BrC1=C(C=C(C=C1)NC(=O)C1SC(CC1C1=C(C(=C(C=C1)F)F)OC)(C(F)(F)F)C)OB(O)O (2-bromo-5-(3-(3,4-difluoro-2-methoxyphenyl)-5-methyl-5-(trifluoromethyl)tetrahydrothiophene-2-carboxamido)phenyl)boric acid